FC=1C=CC2=C(C(=C(O2)[C@H](C(C)C)NC(NC=2C=NC(=NC2)C(=O)NC)=O)C)C1 (S)-5-(3-(1-(5-fluoro-3-methylbenzofuran-2-yl)-2-methylpropyl)ureido)-N-methylpyrimidine-2-carboxamide